ClC1=C(C(=O)O)C=C(C=C1)OC[C@]1([C@@H](CN(CC1)C1=C(C=C(C=C1F)Cl)F)O)O 2-chloro-5-[[(3r,4r)-1-(4-chloro-2,6-difluorophenyl)-3,4-dihydroxypiperidin-4-yl]methoxy]benzoic acid